N-(5-fluoroquinolin-6-yl)-7-((R)-3-methoxypyrrolidin-1-yl)-5-((R)-1-(oxetan-3-yl)ethoxy)quinazolin-4-amine FC1=C2C=CC=NC2=CC=C1NC1=NC=NC2=CC(=CC(=C12)O[C@H](C)C1COC1)N1C[C@@H](CC1)OC